COC1=NSC(=N1)C1=NN=C2N1CCN[C@@H]2C.[S].[Ca] calcium sulfur (R)-3-Methoxy-5-(8-methyl-5,6,7,8-tetrahydro-[1,2,4]triazolo[4,3-a]pyrazine-3-yl)-1,2,4-thiadiazole